6-[3-(difluoromethoxy)phenyl]-1-(3-pyridylmethyl)-3H-imidazo[4,5-b]pyridin-2-one FC(OC=1C=C(C=CC1)C=1C=C2C(=NC1)NC(N2CC=2C=NC=CC2)=O)F